tert-Butyl 4-((2-(2-(azetidin-1-yl)-4-(methoxycarbonyl)phenyl)piperidin-1-yl)methyl)-5-methoxy-7-methyl-1H-indole-1-carboxylate N1(CCC1)C1=C(C=CC(=C1)C(=O)OC)C1N(CCCC1)CC1=C2C=CN(C2=C(C=C1OC)C)C(=O)OC(C)(C)C